C1C(CC2=CC=CC=C12)NC(OC1=CC=CC=C1)=O phenyl (2,3-dihydro-1H-inden-2-yl)carbamate